O1CC(C1)N1CCN(CC1)C1=CC=C(C=C1)NC1=NC=NC(=C1)N1OCC[C@@H]1C1=CC=CC=C1 (R)-N-(4-(4-(oxetan-3-yl)piperazin-1-yl)phenyl)-6-(3-phenylisoxazolidin-2-yl)pyrimidine-4-amine